ClC1COC(C2=CC=CC=C12)CNC 1-(4-chloroisochroman-1-yl)-N-methylmethanamine